C(C)C=1C=C(C)C=CC1 3-ethyl-toluene